Tert-Butyl 3-[2-[3-(trifluoromethyl)pyrrolidin-1-yl]pyrimidin-5-yl]azetidine-1-carboxylate FC(C1CN(CC1)C1=NC=C(C=N1)C1CN(C1)C(=O)OC(C)(C)C)(F)F